C(C1=CC(=C(C(=C1)C(C)(C)C)O)C)C1=CC(=C(C(=C1)C(C)(C)C)O)C 4,4'-methylenebis(6-t-butyl-2-methylphenol)